C(C)(C)(C)OC(=O)N(C1=NN(C2=NC(=NC=C21)C2=CC=C(C=C2)[N+](=O)[O-])C(=O)OC(C)(C)C)C(=O)OC(C)(C)C tert-Butyl 3-(bis(tert-butoxycarbonyl)amino)-6-(4-nitrophenyl)pyrazolo[3,4-d]pyrimidine-1-carboxylate